N-(3-cyano-4-fluoro-1H-indol-7-yl)-1-[(1R,2R)-2-hydroxy-1-methyl-propyl]pyrazole-4-sulfonamide C(#N)C1=CNC2=C(C=CC(=C12)F)NS(=O)(=O)C=1C=NN(C1)[C@@H]([C@@H](C)O)C